C(C(O)C)(=O)O.C(CCCCCCCCCCC\C=C/CCCCCCCC)(=O)O.OCC(O)CO glycerin monoerucate lactate